tert-butyl ((3R,4R)-4-fluoro-1-(6-(trifluoromethyl)-1H-imidazo[4,5-b]pyridin-2-yl)piperidin-3-yl)carbamate F[C@H]1[C@@H](CN(CC1)C=1NC=2C(=NC=C(C2)C(F)(F)F)N1)NC(OC(C)(C)C)=O